FC(C1=CC=C(C=C1)C(C(=O)O)C)(F)F 4-Trifluoromethylphenylpropionic acid